C(OCCCCCCCCCCCCCCCC1=CC=C2C3=C1O[C@@H]1[C@]34CCN(C([C@@]4(CCC1=C)O)C2)CC2CC2)([O-])=O (4aS,7aS,12bS)-3-(cyclopropylmethyl)-4a-hydroxy-7-methylene-2,3,4,4a,5,6,7,7a-octahydro-1H-4,12-methanobenzofuro[3,2-e]isoquinolin-9-ylpentadecyl carbonate